[Br-].C1(=CC=CC=C1)N(C(=N)N)C1=CC=CC=C1 N,N-diphenylguanidine monobromide